O=C1OC2=C(N1)C=CC(=C2)N2CCC(CC2)CN2CCC(CC2)CC(=O)OC(C)(C)C tert-butyl 2-[1-[[1-(2-oxo-3H-1,3-benzoxazol-6-yl)-4-piperidyl]methyl]-4-piperidyl]acetate